ClC=1N=NC(=C(C1C(C)C)C)Cl 3,6-dichloro-4-isopropyl-5-methylpyridazine